(S)-N-(1-((5-trifluoromethylpyridin-2-yl)oxy)but-2-yl)-5-chloro-2-methyl-6-difluoromethylpyrimidin-4-amine FC(C=1C=CC(=NC1)OC[C@H](CC)NC1=NC(=NC(=C1Cl)C(F)F)C)(F)F